OC1=C(C=CC=C1)C(C)=NNC(N)=S 2-[1-(2-hydroxyphenyl)ethylidene]hydrazine-1-carbothioamide